6-(3-(3-((R)-1-phenylethoxy)propanoyl)-3,8-diazabicyclo[3.2.1]octan-8-yl)nicotinonitrile C1(=CC=CC=C1)[C@@H](C)OCCC(=O)N1CC2CCC(C1)N2C2=NC=C(C#N)C=C2